tert-Butyl (3S,5R)-3-(2-((6-amino-3-methyl-2-oxo-2,3-dihydro-1H-benzo[d]imidazol-4-yl)oxy)ethoxy)-4,4-difluoro-5-methylpiperidine-1-carboxylate NC=1C=C(C2=C(NC(N2C)=O)C1)OCCO[C@H]1CN(C[C@H](C1(F)F)C)C(=O)OC(C)(C)C